2,2,2-trichloroethyl (2,3-dicyclopropyl-6,7-dihydro-5H-cyclopenta[b]pyridin-4-yl)carbamate C1(CC1)C1=C(C(=C2C(=N1)CCC2)NC(OCC(Cl)(Cl)Cl)=O)C2CC2